[Na].S1C2=C(C=C1C1=CN=C3C(=N1)N(C=N3)C(C)C=3C=C1C=CC=NC1=CC3)C=CC=C2 6-(1-(6-(benzo[b]thiophen-2-yl)-1H-imidazo[4,5-b]pyrazin-1-yl)ethyl)quinoline Sodium